(2E)-1-[2,4-dihydroxy-3-(3-methyl-2-Butenyl)phenyl]-3-(4-hydroxyphenyl)-2-propen-1-one OC1=C(C=CC(=C1CC=C(C)C)O)C(\C=C\C1=CC=C(C=C1)O)=O